CNC(=O)C1=CC=C(C=N1)N1CCN(CC1)C(=O)OC(C)(C)C tert-butyl 4-(6-(methylcarbamoyl) pyridin-3-yl)piperazine-1-carboxylate